OCC(C(=O)N)NC(=O)C1=C(C=C2C=CC(=CN12)OCC1=NC=CC=C1)C 3-hydroxy-2-({2-methyl-6-[(pyridin-2-yl)methoxy]indolizin-3-yl}formamido)propanamide